benzyl N-(3-hydroxy-1-bicyclo[1.1.1]pentanyl)carbamate OC12CC(C1)(C2)NC(OCC2=CC=CC=C2)=O